(3S)-3-{4-[7-(aminocarbonyl)-2H-indazol-2-yl]Phenyl}piperidine-1-carboxylic acid tert-butyl ester C(C)(C)(C)OC(=O)N1C[C@@H](CCC1)C1=CC=C(C=C1)N1N=C2C(=CC=CC2=C1)C(=O)N